C1(CCCC1)N1[C@@H](C(N(C=2C=NC(=NC12)NC1=C(C=C(C(=O)NCCC=O)C=C1)OC)C)=O)CC 4-[[(7R)-8-cyclopentyl-7-ethyl-5-methyl-6-oxo-7H-pteridin-2-yl]amino]-3-methoxy-N-(3-oxopropyl)benzamide